C(#N)C=1C=CC(=C(C1)C=1N=C(OC1)C(=O)N[C@H]1CN([C@H](C1)COC)C#N)OC1CC1 4-(5-cyano-2-cyclopropoxyphenyl)-N-((3R,5R)-1-cyano-5-(methoxymethyl)pyrrolidin-3-yl)oxazole-2-carboxamide